1-(2-(((1S,3S)-3-((5-(difluoromethoxy)pyrimidin-2-yl)-amino)cyclopentyl)amino)benzo[d]thiazol-6-yl)pyridin-2(1H)-one FC(OC=1C=NC(=NC1)N[C@@H]1C[C@H](CC1)NC=1SC2=C(N1)C=CC(=C2)N2C(C=CC=C2)=O)F